8-hydroxy-6-methoxy-2-(1-phenylethyl)-3,4-dihydroisoquinolin-1(2H)-one OC=1C=C(C=C2CCN(C(C12)=O)C(C)C1=CC=CC=C1)OC